[Si].C(C)(=O)O.C(C)(=O)O.C(C)(=O)O.C(C)(=O)O tetra-acetic acid silicon